NC1(CCN(CC1)C1=NC(=C2C(=N1)NN=C2C2=C(C(=NC=C2)OC)Cl)C#N)C2=C(C=CC=C2)F 6-(4-Amino-4-(2-fluorophenyl)piperidin-1-yl)-3-(3-chloro-2-methoxypyridin-4-yl)-1H-pyrazolo[3,4-d]pyrimidine-4-carbonitrile